3-(1-methyl-6-piperazin-1-yl-indazol-3-yl)piperidine-2,6-dione, hydrochloride Cl.CN1N=C(C2=CC=C(C=C12)N1CCNCC1)C1C(NC(CC1)=O)=O